[Cl-].N1=C(N=CC=C1)C1=CN=[N+](C=C1)CCC#N 3-(4-pyrimidin-2-ylpyridazin-1-ium-1-yl)propionitrile chloride